3-aminothieno[2,3-b]Quinoline-2-carboxamide NC1=C(SC2=NC3=CC=CC=C3C=C21)C(=O)N